methyl-(1,2-dimethyl-1H-imidazol-5-yl)methylamine hydrochloride Cl.CNCC1=CN=C(N1C)C